4-O-β-D-Glucopyranosyl-L-rhamnose C[C@@H]([C@@H]([C@H]([C@H](C=O)O)O)O[C@H]1[C@@H]([C@H]([C@@H]([C@H](O1)CO)O)O)O)O